C(=C/C)/Cl cis-propenyl chloride